dibenzothiopheneamine C1(=CC=CC=2SC3=C(C21)C=CC=C3)N